(2S)-2-amino-3-[3-(dihydroxyboranyl)-4-fluoro-2-hydroxyphenyl]propanoic acid N[C@H](C(=O)O)CC1=C(C(=C(C=C1)F)B(O)O)O